tert-butyl (S)-(1-((naphthalen-1-ylmethyl)amino)-1-oxopropan-2-yl)carbamate C1(=CC=CC2=CC=CC=C12)CNC([C@H](C)NC(OC(C)(C)C)=O)=O